BrCCCCCCO[Si](OC(OCCCCCCCCCCCC1CCCCC1)CCCCCCC\C=C/C\C=C/CCCCC)(C)C 1-bromo-22-cyclohexyl-10-((8Z,11Z)-heptadeca-8,11-dien-1-yl)-8,8-dimethyl-7,9,11-trioxa-8-siladocosane